3,5-diisopropyl-biphenyl-4-ol C(C)(C)C=1C=C(C=C(C1O)C(C)C)C1=CC=CC=C1